1-(4-((4-(1-(4-(7-hydroxy-3-phenylchroman-4-yl)phenyl)piperidin-4-yl)piperazin-1-yl)methyl)phenyl)dihydropyrimidine-2,4(1H,3H)-dione OC1=CC=C2C(C(COC2=C1)C1=CC=CC=C1)C1=CC=C(C=C1)N1CCC(CC1)N1CCN(CC1)CC1=CC=C(C=C1)N1C(NC(CC1)=O)=O